Trans-(1S,2R)-N2-(3-aminopropyl)-1-(2-chlorophenyl)-N1-methylcyclohexane-1,2-diamine trihydrochloride Cl.Cl.Cl.NCCCN[C@H]1[C@@](CCCC1)(NC)C1=C(C=CC=C1)Cl